4-(2-hydroxyethyl)phenyl-2-methylpropanoic acid OCCC1=CC=C(C=C1)C(C(=O)O)(C)C